C(C)(C)(C)OC(=O)N=C(NC1=CC=C(C(=O)OC2=CC=C(CN(S(=O)(=O)N([C@H](C(=O)OC(C)(C)C)CC(=O)OC(C)(C)C)CC(=O)OC(C)(C)C)C(=O)OC(C)(C)C)C=C2)C=C1)NC(=O)OC(C)(C)C (S)-di-tert-butyl 2-((N-(4-((4-(2,3-bis(tert-butoxycarbonyl)guanidino)benzoyl)oxy)benzyl)-N-(tert-butoxycarbonyl)sulfamoyl) (2-(tert-butoxy)-2-oxoethyl)amino)succinate